CN(CCC[Li])C 3-(dimethylamino)propyllithium